tert-butyl N-((2-(4-benzyl-2-((tert-butyl (diphenyl) silyl) oxymethyl) piperazin-1-yl) pyrimidin-5-yl) methyl)-N-tert-butoxycarbonyl-carbamate C(C1=CC=CC=C1)N1CC(N(CC1)C1=NC=C(C=N1)CN(C(OC(C)(C)C)=O)C(=O)OC(C)(C)C)CO[Si](C1=CC=CC=C1)(C1=CC=CC=C1)C(C)(C)C